C1(CC1)C1=CC=2N(C=C1)C(=C(N2)C2=C(C=C(C=C2)C(NC)=O)F)C[C@H]2CN(CCO2)C(=O)OC methyl (S)-2-((7-cyclopropyl-2-(2-fluoro-4-(methylcarbamoyl)-phenyl)imidazo[1,2-a]pyridin-3-yl)methyl)morpholine-4-carboxylate